5-chloro-N2-(4-((2S,6R)-2,6-dicyclopropyl-1,2,3,6-tetrahydropyridin-4-yl)-2-isopropoxy-5-methyl-phenyl)-N4-(2-(isopropylsulfonyl)phenyl)pyrimidine-2,4-diamine ClC=1C(=NC(=NC1)NC1=C(C=C(C(=C1)C)C=1C[C@H](N[C@@H](C1)C1CC1)C1CC1)OC(C)C)NC1=C(C=CC=C1)S(=O)(=O)C(C)C